copper-aluminum-zinc-tin [Sn].[Zn].[Al].[Cu]